3-((1R,2R,3S,4S,Z)-6-(cyclopropylmethylene)-3-(((1-methylcyclobutyl)methyl)aminocarbonyl)bicyclo[2.2.1]hept-2-yl)-6'-fluoro-4-methoxy-[1,1'-biphenyl]-3,3'-dicarboxamide C1(CC1)\C=C/1\C[C@H]2[C@@H]([C@@H]([C@H]1C2)C2(CC(=CC=C2OC)C2=CC(=CC=C2F)C(=O)N)C(=O)N)C(=O)NCC2(CCC2)C